5-(4-((2R,5S)-2-((1H-pyrazol-1-yl)methyl)-5-(4-chlorobenzyl)morpholino)-piperidin-1-yl)-4H-1,2,4-triazol-3-amine 2,2,2-trifluoroacetate FC(C(=O)O)(F)F.N1(N=CC=C1)C[C@@H]1OC[C@@H](N(C1)C1CCN(CC1)C=1NC(=NN1)N)CC1=CC=C(C=C1)Cl